BrC1=C(C=C2C(=NC(=NC2=C1F)OCC(F)(F)F)N1C[C@H]2CC[C@@H](C1)N2C(=O)OC(C)(C)C)N=C(C2=CC=CC=C2)C2=CC=CC=C2 tert-butyl (1R,5S)-3-(7-bromo-6-((diphenylmethylene)amino)-8-fluoro-2-(2,2,2-trifluoroethoxy)quinazolin-4-yl)-3,8-diazabicyclo[3.2.1]octane-8-carboxylate